ClC1=C(C(=CC(=C1)C(F)(F)F)Cl)N1CC(CN(S1(=O)=O)CC(=O)NC1C2CC3(CC(CC1C3)C2)C(=O)N)CC 4-(2-(6-(2,6-dichloro-4-(trifluoromethyl)phenyl)-4-ethyl-1,1-dioxido-1,2,6-thiadiazinan-2-yl)acetamido)adamantan-1-carboxamide